FC(OC1=CC=C(C=C1)C1(CNC2=C(C=CC=C12)C(F)(F)F)C1=CC=C(C=C1)OC(F)(F)F)(F)F 3,3-bis(4-(trifluoromethoxy)phenyl)-7-(trifluoromethyl)indolin